COC1=CC=2N(C(C(=C(N2)C(F)(F)F)C2=NN(C=N2)CC(C(F)(F)F)(F)F)=O)C=C1 8-methoxy-3-[1-(2,2,3,3,3-pentafluoropropyl)-1H-1,2,4-triazol-3-yl]-2-(trifluoromethyl)-4H-pyrido[1,2-a]pyrimidin-4-one